(1-(6-p-toluenesulfonylimidazo[4,5-d]pyrrolo[2,3-b]pyridin-1(6H)-yl)pyrrolidin-3-yl)carbamic acid tert-butyl ester C(C)(C)(C)OC(NC1CN(CC1)N1C=NC=2C1=C1C(=NC2)N(C=C1)S(=O)(=O)C1=CC=C(C)C=C1)=O